C(N)(=O)C1(COCC1)N1C(C=CC=C1)COC=1C=CC2=C(C=C(O2)C)C1 N-(3-carbamoyltetrahydrofuran-3-yl)-2-methyl-5-(pyridin-2-ylmethoxy)benzofuran